N-hydroxy-2-oxo-propanimidamide chloride [Cl-].ONC(C(C)=O)=N